NC[C@@]1([C@@H]2CCN(C[C@H]12)C1=CN=C2C(=N1)NN=C2C2=C(C=C(C=C2)C2=CC(=C(C(=C2)F)O)F)Cl)C2=C(C=CC=C2)F 4'-(6-((1S,6R,7R)-7-(aminomethyl)-7-(2-fluorophenyl)-3-azabicyclo[4.1.0]heptan-3-yl)-1H-pyrazolo[3,4-b]pyrazin-3-yl)-3'-chloro-3,5-difluoro-[1,1'-biphenyl]-4-ol